tert-butyl (S)-(5-hydroxypentan-2-yl)carbamate OCCC[C@H](C)NC(OC(C)(C)C)=O